dimethyl-pentamethylcyclopentadienyl-(1-pentyl-1,5,6,7-tetrahydro-s-indacenyl)hafnium C[Hf](C1(C=CC2=CC=3CCCC3C=C12)CCCCC)(C1(C(=C(C(=C1C)C)C)C)C)C